NC1=C2C=NN(C2=CC=C1)C(=O)N1CCOCC1 (4-amino-1H-indazol-1-yl)(morpholino)methanone